FC1=C(N=CC2=C1N=C(N=C2OCC(F)(F)F)OC[C@]21CCCN1C[C@@H](C2)F)C2=CC(=CC1=CC(=CC=C21)C)O[Si](C(C)C)(C(C)C)C(C)C 8-fluoro-2-(((2R,7aS)-2-fluorotetrahydro-1H-pyrrolizin-7a(5H)-yl)methoxy)-7-(6-methyl-3-((triisopropylsilyl)oxy)naphthalen-1-yl)-4-(2,2,2-trifluoroethoxy)pyrido[4,3-d]pyrimidine